NC1=C(C(=NC(=C1F)C1=CC=C(C=C1)I)C(=O)O)Cl 4-amino-3-chloro-5-fluoro-6-(4-iodophenyl)pyridine-2-carboxylic acid